8-(2-chloro-6-(trifluoromethyl)pyridin-4-yl)-7-phenyl-[1,2,4]triazolo[4,3-c]pyrimidin-5-amine ClC1=NC(=CC(=C1)C=1C=2N(C(=NC1C1=CC=CC=C1)N)C=NN2)C(F)(F)F